C(CCCCCCCCCCCCCCC)SOC[C@H](OCOC)CO |r| 1-hexadecylthio-2-methoxymethyl-rac-glycerol